3-[4-[2-(2-chlorophenyl)-6-oxo-1H-pyridin-4-yl]-2-pyridyl]-1,1-dimethyl-urea ClC1=C(C=CC=C1)C=1NC(C=C(C1)C1=CC(=NC=C1)NC(N(C)C)=O)=O